CC1(CNC=2C1=NC(=CC2)C(=O)OC)C Methyl 3,3-dimethyl-1H,2H,3H-pyrrolo[3,2-b]pyridine-5-carboxylate